HYDROXYMETHYL DIHYDROGEN PHOSPHATE P(=O)(OCO)(O)O